FC1=CC=C2C=NC(=NC2=C1C=1C=C(C=CC1)NC(C=C)=O)NC=1C=NC(=CC1)NC1CCNCC1 N-(3-(7-fluoro-2-((6-(piperidin-4-ylamino)pyridin-3-yl)amino)quinazolin-8-yl)phenyl)acrylamide